BrSC=1OC(=NN1)C1=CC=CC=C1 2-bromomercapto-5-phenyl-1,3,4-oxadiazole